COC(C=CC(=O)O)=O but-2-ene-1,4-dioic acid methyl ester